3-(indolin-1-ylsulfonyl)-N-(2-(pyrrolidin-1-yl)phenyl)benzamide N1(CCC2=CC=CC=C12)S(=O)(=O)C=1C=C(C(=O)NC2=C(C=CC=C2)N2CCCC2)C=CC1